C(C1=CC=CC=C1)OC1=CC(=C(C(=C1)OC1=C(C(=C(C(=C1Br)C)C(=O)O)O)C)C)OC 4-[4-(benzyloxy)-2-methoxy-6-toluoxy]-5-bromo-2-hydroxy-3,6-xylenecarboxylic acid